4-Bromo-9,9,10,10-tetramethyl-9,10-dihydrophenanthrene BrC1=CC=CC=2C(C(C3=CC=CC=C3C12)(C)C)(C)C